C(C)(C)(C)OC(=O)N1CCN(CC1)C1=NC=C(C=N1)F 4-(5-fluoropyrimidin-2-yl)piperazine-1-carboxylic acid tert-butyl ester